C1(CCCCC1)C1=CC=C(C=C1)[S@](=O)NC1=C(C=CC=C1C)C (S)-4-Cyclohexyl-N-(2,6-dimethylphenyl)benzenesulfinamide